CN(CCN(C1=CC(=C(C=C1)N)OC)C)C N1-(2-(dimethylamino)ethyl)-3-methoxy-N1-methylbenzene-1,4-diamine